BrC1=CC(=NC=C1)OC(C(=O)OCC)(C)C ethyl 2-[(4-bromopyridin-2-yl)oxy]-2-methylpropanoate